(7R,8R,9S,10R)-7-(hydroxymethyl)-9-(4-(3,4,5-trifluorophenyl)-1H-1,2,3-triazole-1-yl)-6-oxaspiro[4.5]decane-8,10-diol OC[C@H]1OC2(CCCC2)[C@@H]([C@H]([C@H]1O)N1N=NC(=C1)C1=CC(=C(C(=C1)F)F)F)O